NC(CCCC(=O)N[C@@H](CS)C(=O)N[C@H](C(C)C)C(=O)O)C(=O)O (5-amino-5-carboxypentanoyl)-L-cysteinyl-D-valine